The molecule is a macrocyclic lactam isolated from the marine sponge Ianthella and has been shown to exhibit calcium channel modulatory activity. It has a role as a metabolite and a calcium channel modulator. It is a cyclic ether, a ketoxime, a lactam, a macrocycle, an organobromine compound and a polyphenol. C1CNC(=O)/C(=N/O)/CC2=CC(=C(C(=C2)Br)O)OC3=C(C=C(C/C(=N\\O)/C(=O)NCCC4=C(C(=C(C=C4)OC5=C(C=CC1=C5)Br)O)Br)C=C3Br)Br